COC1=C(N)C=CC(=C1)C(C(F)(F)F)(C)N1CCOCC1 2-methoxy-4-(1,1,1-trifluoro-2-morpholinoprop-2-yl)aniline